CN1C2=NC(=NC(=C2N=C1)C1=CC=C(C=C1)OC(F)(F)F)N1CC(C1)N 1-(9-methyl-6-(4-(trifluoromethoxy)phenyl)-9H-purin-2-yl)azetidin-3-amine